(S)-N-((R)-2-(3-chloro-4-fluorophenoxy)-1-(3-chloro-4-fluorophenyl)ethyl)-2-oxoimidazolidine-4-carboxamide ClC=1C=C(OC[C@@H](C2=CC(=C(C=C2)F)Cl)NC(=O)[C@H]2NC(NC2)=O)C=CC1F